tert-butyl (2R,3S)-2-(((tert-butyldiphenylsilyl)oxy)methyl)-3-((N,N-dimethylsulfamoyl)(4-methoxybenzyl)amino)pyrrolidine-1-carboxylate [Si](C1=CC=CC=C1)(C1=CC=CC=C1)(C(C)(C)C)OC[C@@H]1N(CC[C@@H]1N(CC1=CC=C(C=C1)OC)S(N(C)C)(=O)=O)C(=O)OC(C)(C)C